FC=1C=C(C=C2C(N(CC12)[C@@H](C(NC=1SC=CN1)=O)C1=C2N(C=N1)CCC2)=O)C2=CC=C(C=C2)N2CCN(CC2)CCCC(=O)OC(C)(C)C |r| tert-butyl 4-[4-[4-[7-fluoro-3-oxo-2-[(1RS)-1-(6,7-dihydro-5H-pyrrolo[1,2-c]imidazol-1-yl)-2-oxo-2-(thiazol-2-ylamino)ethyl]isoindolin-5-yl]phenyl]piperazin-1-yl]butanoate